ClC=1C=C(C=NC1)C(CCC(CNC(OC(C)(C)C)=O)C)=O tert-butyl (5-(5-chloropyridin-3-yl)-2-methyl-5-oxopentyl)carbamate